N-(4-((4-(3-(4-((8-(4-((2-(2,6-dioxopiperidin-3-yl)-1,3-dioxoisoindolin-5-yl)amino)butoxy)octyl)oxy)phenyl)pentan-3-yl)phenoxy)methyl)pyrimidin-2-yl)methanesulfonamide O=C1NC(CCC1N1C(C2=CC=C(C=C2C1=O)NCCCCOCCCCCCCCOC1=CC=C(C=C1)C(CC)(CC)C1=CC=C(OCC2=NC(=NC=C2)NS(=O)(=O)C)C=C1)=O)=O